ClC1=C(OC2=C(COC3=CC=C(C=C3)CCC(=O)O)C=CC=C2)C=CC(=C1)C 3-(4-((2-(2-chloro-4-methylphenoxy)benzyl)oxy)phenyl)propanoic acid